Racemic-(5R,7R,8R)-8-(5-bromo-6-methoxy-2H-indazol-2-yl)-7-methyl-2-azaspiro[4.5]Decane-2-carboxylic acid tert-butyl ester C(C)(C)(C)OC(=O)N1C[C@@]2(CC1)C[C@H]([C@@H](CC2)N2N=C1C=C(C(=CC1=C2)Br)OC)C |r|